BrC(C(=O)C1=NC(=CC=C1)C)C=1C=CC=2N(C1)N=CN2 2-bromo-1-(6-methylpyridin-2-yl)-2-([1,2,4]triazolo[1,5-a]pyridin-6-yl)ethan-one